(S)-1-(3-Fluoro-4-methyl-benzenesulfonyl)-pyrrolidine-2-carboxylic acid benzothiazol-5-ylmethyl-(1R,3R,6R)-bicyclo[4.1.0]hept-3-yl-amide S1C=NC2=C1C=CC(=C2)CN(C(=O)[C@H]2N(CCC2)S(=O)(=O)C2=CC(=C(C=C2)C)F)[C@H]2C[C@H]1C[C@H]1CC2